FC1=CC2=C(N=C(S2)OCC2N(C3CC(C2)C3)C(=O)C=3N=C(SC3C3=CC=CC=C3)C)C=C1 6-Fluoro-2-{[2-(2-methyl-5-phenyl-1,3-thiazol-4-carbonyl)-2-azabicyclo[3.1.1]heptan-3-yl]methoxy}-1,3-benzothiazol